CN1N=CN=N1 methyl-2H-tetrazol